C(C)(C)(C)OC(=O)N1[C@H]2[C@H](C[C@@H](C1)C2)OCC=2C(=NOC2C2CC2)C2=C(C=CC=C2Cl)Cl |r| (1RS,4SR,6SR)-6-((5-cyclopropyl-3-(2,6-dichlorophenyl)isoxazol-4-yl)methoxy)-2-azabicyclo[2.2.1]heptane-2-carboxylic acid tert-butyl ester